8-(6-(tert-butyl)pyridin-3-yl)-6-imino-3,4-dihydro-2H,6H-pyrimido[2,1-b][1,3]thiazine-7-carbonitrile C(C)(C)(C)C1=CC=C(C=N1)C=1N=C2SCCCN2C(C1C#N)=N